4-fluoro-3-methyl-1-(p-tolylsulfonyl)pyrrolo[2,3-b]pyridine FC1=C2C(=NC=C1)N(C=C2C)S(=O)(=O)C2=CC=C(C=C2)C